The molecule is an organic heteropentacyclic compound that is cladoniamide E in which the chlorine attached to the methoxy-bearing indole moiety is replaced by a hydrogen. It has been isolated from the culture broth of Streptomyces uncialis. It is a cladoniamide, an organic heteropentacyclic compound, an organochlorine compound, a tertiary alcohol and a secondary carboxamide. CNC(=O)[C@@]1(C(=O)C2=C(C3=C(C4=CC=CC=C4N31)OC)NC5=C2C=C(C=C5)Cl)O